3-Bromo-7-chloro-4-fluoro-1-benzofuran BrC1=COC2=C1C(=CC=C2Cl)F